FC(C(=O)O)(F)F.CC=1N=C(C2=C(N1)N=CC(=C2)C=2CCNCC2)N[C@H](C)C2=CC(=CC(=C2)C(F)(F)F)[N+](=O)[O-] (R)-2-methyl-N-(1-(3-nitro-5-(trifluoromethyl)phenyl)ethyl)-6-(1,2,3,6-tetrahydropyridin-4-yl)pyrido[2,3-d]pyrimidin-4-amine trifluoroacetate